6-(2-(3',5'-dichloro-[1,1'-biphenyl]-3-yl)-2-hydroxyacetyl)-2-(1-phenylcyclopropyl)-5,6,7,8-tetrahydropyrido[4,3-d]pyrimidin-4(3H)-one ClC=1C=C(C=C(C1)Cl)C1=CC(=CC=C1)C(C(=O)N1CC2=C(N=C(NC2=O)C2(CC2)C2=CC=CC=C2)CC1)O